CC1(CCC=2C(=NNC2C1)C=1NC2=CC(=CC=C2C1)C(=O)N1CCN(CC1)CC1CCN(CC1)C1=CC=C(C=N1)C1C(NC(CC1)=O)=O)C 3-(6-(4-((4-(2-(6,6-dimethyl-4,5,6,7-tetrahydro-1H-indazol-3-yl)-1H-indole-6-carbonyl)piperazin-1-yl)methyl)piperidin-1-yl)pyridin-3-yl)piperidine-2,6-dione